FC1([C@@H](C12CCN(CC2)S(=O)(=O)N)C=2SC(=NN2)C2=C(C=CC=C2)C)F (2R)-1,1-Difluoro-2-[5-(2-methylphenyl)-1,3,4-thiadiazol-2-yl]-6-azaspiro[2.5]octan-6-sulfonamid